7-oxo-7H-benzo[e]perimidine O=C1C2=C(C=3N=CN=C4C=CC=C1C43)C=CC=C2